C(C)OC1=CC=C(C=C1)NC(N(CC=1C(NC2=CC(=CC=C2C1)C)=O)CC=1OC=CC1)=S 3-(4-ethoxyphenyl)-1-(furan-2-ylmethyl)-1-[(7-methyl-2-oxo-1H-quinolin-3-yl)methyl]thiourea